6-chloro-7-(5-meth-yl-1H-indazol-4-yl)-4-((2S)-2-methyl-4-(2-propenoyl)-1-piperazinyl)-1-(2-(2-propanyl)phenyl)-2(1H)-quinazolinone ClC=1C=C2C(=NC(N(C2=CC1C1=C2C=NNC2=CC=C1C)C1=C(C=CC=C1)C(C)C)=O)N1[C@H](CN(CC1)C(C=C)=O)C